6-(Benzyloxy)-1-(6-chloropyridazin-3-yl)-5,7-difluoro-1H-benzo[d][1,2,3]triazole C(C1=CC=CC=C1)OC=1C(=CC2=C(N(N=N2)C=2N=NC(=CC2)Cl)C1F)F